FC(C=1C=C(CC2=C(C3=C(COCC3)S2)C(=O)NCC=2C=C(C(=O)O)C=CC2)C=CC1)(F)F 3-((2-(3-(trifluoromethyl)benzyl)-4,7-dihydro-5H-thieno[2,3-c]pyran-3-carboxamido)methyl)benzoic acid